3-(5-(((1S,2R)-2-(3-(3,3-difluorocyclobutoxy)azetidin-1-yl)cyclohexyl)oxy)-1-oxoisoindolin-2-yl)piperidine-2,6-dione FC1(CC(C1)OC1CN(C1)[C@H]1[C@H](CCCC1)OC=1C=C2CN(C(C2=CC1)=O)C1C(NC(CC1)=O)=O)F